O1CCN(CC1)C=1OC(=CC(C1)=O)C1=CC2=CC=CC=C2C=C1 2-morpholino-6-(naphthalen-2-yl)-4H-pyran-4-one